N1C=CC2=CC=C(C=C12)NC1=NC2=CC=CC(=C2C=C1)C(F)(F)F N-(1H-indol-6-yl)-5-(trifluoromethyl)quinolin-2-amine